Cl.S1C=CC=2C1=C(N=NC2)C(=O)N thieno[2,3-d]pyridazine-7-formamide hydrochloride